B(OCN1C([C@@](CCC1)(C)F)(F)F)[O-].[K+] potassium (S)-trifluoro(3-methylpiperidin-1-yl)methyl boronate